CC1=NC=C(C(=C1)C1=CNC2=NC=C(C=C21)C=2C=C1CCN(CC1=C(C2)[C@H]2NCCOC2)C(C(C)(C)O)=O)C (R)-1-(6-(3-(2,5-dimethylpyridin-4-yl)-1H-pyrrolo[2,3-b]pyridin-5-yl)-8-(morpholin-3-yl)-3,4-dihydroisoquinolin-2(1H)-yl)-2-hydroxy-2-methylpropan-1-one